C(CC)P(C(CC)CCCC)C(CC)CCCC 1-propyl-di-(3-heptyl)phosphine